FC([C@@](CC)(O)C1=CC=2C(=NC(=CC2)C2=CC=3C(N=C2)=NN(C3)C)S1)(F)F (2R)-1,1,1-trifluoro-2-(6-(2-methyl-2H-pyrazolo[3,4-b]pyridin-5-yl)thieno[2,3-b]pyridin-2-yl)-2-butanol